ClC1=NC=2N(C=C1)C=C(C(C2C2=CC=C(C=C2)OC(F)F)=O)C2=CC=C(C=C2)OC(F)F 2-chloro-7,9-bis[4-(difluoromethoxy)phenyl]-8H-pyrido[1,2-a]pyrimidin-8-one